C6-chloro-N-[(3R)-1-ethyl-3-piperidinyl]-5-methyl-pyridazin-3-amine ClC1=C(C=C(N=N1)N[C@H]1CN(CCC1)CC)C